(4R)-4-((S)-1-fluoroethyl)-3-(2-(((1S)-1-(4-methyl-7-trifluoromethyl-4,5-dihydroimidazo[1,5-a]quinolin-3-yl)ethyl)amino)pyrimidin-4-yl)oxazolidin-2-one F[C@@H](C)[C@@H]1N(C(OC1)=O)C1=NC(=NC=C1)N[C@@H](C)C=1N=CN2C1C(CC1=CC(=CC=C21)C(F)(F)F)C